4-[[3-fluoro-2-methoxy-propyl]-[4-(5,6,7,8-tetrahydro-1,8-naphthyridin-2-yl)butyl]amino]-2-[[2-(1-methylcyclobutyl)acetyl]amino]butanoic acid FCC(CN(CCC(C(=O)O)NC(CC1(CCC1)C)=O)CCCCC1=NC=2NCCCC2C=C1)OC